(3R*,4R*)-1-Cyclohexyl-4-{[3-(2,4-difluoro-phenyl)-isoxazole-5-carbonyl]-amino}-piperidine-3-carboxylic acid ((1R*,2S*)-2-phenyl-cyclopropyl)-amide C1(=CC=CC=C1)[C@H]1[C@@H](C1)NC(=O)[C@@H]1CN(CC[C@H]1NC(=O)C1=CC(=NO1)C1=C(C=C(C=C1)F)F)C1CCCCC1 |o1:6,7,12,17|